tetra(octan-3-yl) 9,9',9'',9'''-((((5-((3-aminopropyl) carbamoyl)isophthaloyl)bis(azanediyl))bis(propane-3,1-diyl))bis(azanetriyl))tetranonanoate NCCCNC(=O)C=1C=C(C=C(C(=O)NCCCN(CCCCCCCCC(=O)OC(CC)CCCCC)CCCCCCCCC(=O)OC(CC)CCCCC)C1)C(=O)NCCCN(CCCCCCCCC(=O)OC(CC)CCCCC)CCCCCCCCC(=O)OC(CC)CCCCC